O1C(=CC=C1)C=CC=1OC=CC1 1,2-difuranylethylene